2-(6-{[(3S,4R)-3-fluoro-2,2,6,6-tetramethylpiperidin-4-yl]oxy}pyridazin-3-yl)-5-(1H-pyrazol-4-yl)pyridin-3-ol hydrochloride Cl.F[C@H]1C(NC(C[C@H]1OC1=CC=C(N=N1)C1=NC=C(C=C1O)C=1C=NNC1)(C)C)(C)C